4-(4-(tert-butoxycarbonyl)piperazin-1-yl)-2-fluorobenzoic acid C(C)(C)(C)OC(=O)N1CCN(CC1)C1=CC(=C(C(=O)O)C=C1)F